C[C@@]12[C@H]([C@@H]3CCC=4CC5(OCCO5)CCC4C3=CC1)CCC2=O (3aS,3bS,11aS)-11a-methyl-2,3,3a,3b,4,5,6,8,9,11-decahydrospiro[cyclopenta[a]phenanthrene-7,2'-[1,3]dioxolan]-1-one